ClC=1C(=NC=C(C1)C(=O)OC)C(=O)OC Dimethyl 3-chloropyridine-2,5-dicarboxylate